4-hydroxy-4'-allyloxybiphenyl OC1=CC=C(C=C1)C1=CC=C(C=C1)OCC=C